CN1N=C2N=CC(=CC2=C1)C1=CC=C2C(=N1)SC(=C2)C(O)C2CC(C2)C(F)(F)F (6-(2-methyl-2H-pyrazolo[3,4-b]pyridin-5-yl)thieno[2,3-b]pyridin-2-yl)(3-(trifluoromethyl)cyclobutyl)methanol